(Z)-2-(((2-((9H-fluoren-9-yl)methoxy)-1-(2-aminothiazol-4-yl)-2-oxoethylidene)amino)oxy)-2-methylpropanoic acid TFA salt OC(=O)C(F)(F)F.C1=CC=CC=2C3=CC=CC=C3C(C12)COC(\C(\C=1N=C(SC1)N)=N/OC(C(=O)O)(C)C)=O